N-[4-(2,4-difluorophenoxy)-3-(7-methyl-8-oxo-[1,2,4]triazolo[4,3-a]pyrazin-5-yl)phenyl]ethanesulfonamide FC1=C(OC2=C(C=C(C=C2)NS(=O)(=O)CC)C2=CN(C(C=3N2C=NN3)=O)C)C=CC(=C1)F